(4-((6,7-bis(2-methoxyethoxy)quinazolin-4-yl)oxy)-2-fluorophenyl)-2-oxo-1-phenyl-1,2,4,5,6,7-hexahydropyrazolo[1,5-a]pyridine-3-carboxamide COCCOC=1C=C2C(=NC=NC2=CC1OCCOC)OC1=CC(=C(C=C1)C1C=2N(CCC1)N(C(C2C(=O)N)=O)C2=CC=CC=C2)F